FC1CCN(CC1)C(=O)C=1N=C(SC1C1=C(C=CC=C1)S(=O)(=O)NC(C(F)(F)F)C)C1=NOC(N1)=O 4-(4-fluoropiperidine-1-carbonyl)-2-(5-oxo-4,5-dihydro-1,2,4-oxadiazol-3-yl)thiazol-5-yl-N-(1,1,1-trifluoropropan-2-yl)benzenesulfonamide